C(N)(=O)CC1(C[C@@H](N(C1)C(=O)OC(C)(C)C)C1=C(C(=CC=C1OCOC)Cl)Cl)C tert-butyl (2R)-4-(carbamoylmethyl)-2-[2,3-dichloro-6-(methoxymethoxy)phenyl]-4-methylpyrrolidine-1-carboxylate